BrC1=CN(C2=CN=C(C=C21)NC(OC)=O)C Methyl (3-bromo-1-methyl-1H-pyrrolo[2,3-c]pyridin-5-yl)carbamate